BrC(=O)OCC(CCC)C 2-methylpentyl bromoformate